CC1N(C(CN(C1)CC1=CC=C(C=C1)C(F)(F)F)C)C1=CC=C(C(=O)O)C=C1 4-(2,6-dimethyl-4-(4-(trifluoromethyl)benzyl)piperazin-1-yl)benzoic acid